FC1=CC=C(C=C1)C(CC(=O)[O-])(C)O 3-(4-fluorophenyl)-3-hydroxybutanoate